C(C)SP(=S)(OCC)[O-] diethyl-dithiophosphate